1-((7-(6-chloro-1-((3S,5R)-5-(hydroxymethyl)-5-methylpyrrolidin-3-yl)-1,2,3,4-tetrahydroquinolin-8-yl)thieno[3,2-b]pyridin-2-yl)methyl)pyrrolidine-2,5-dione, formic acid salt C(=O)O.ClC=1C=C2CCCN(C2=C(C1)C1=C2C(=NC=C1)C=C(S2)CN2C(CCC2=O)=O)[C@@H]2CN[C@@](C2)(C)CO